ClC1(C(C1)C1=CC=C(OC(C(=O)[O-])(C)C)C=C1)Cl 2-(4-(2,2-dichlorocyclopropyl) phenoxy)-2-methylpropionate